tert-butyl (2R,5S,M)-4-(6-fluoro-7-(2-fluoro-6-hydroxyphenyl)-1-(2-isopropyl-4-methylpyridin-3-yl)-2-oxo-1,2-dihydropyrido[2,3-d]pyrimidin-4-yl)-2,5-dimethylpiperazine-1-carboxylate FC1=CC2=C(N(C(N=C2N2C[C@H](N(C[C@@H]2C)C(=O)OC(C)(C)C)C)=O)C=2C(=NC=CC2C)C(C)C)N=C1C1=C(C=CC=C1O)F